C1(CCC1)SC1=NC=CC=C1C1=CC=C(C=C1)CCCCC(=O)O 5-[4-(2-Cyclobutylthio-3-pyridinyl)phenyl]pentanoic acid